(5-Chloropyridin-2-yl)-3-(1-(3-fluoro-2'-(methylsulfonyl)-[1,1'-biphenyl]-4-yl)-2-oxopiperidin-3-yl)urea ClC=1C=CC(=NC1)NC(=O)NC1C(N(CCC1)C1=C(C=C(C=C1)C1=C(C=CC=C1)S(=O)(=O)C)F)=O